NC[C@@]1([C@@H]2CCN(C[C@H]12)C1=CN=C2C(=N1)NN=C2C2=C(C1=C(NC(N1)=O)C=C2)Cl)C2=C(C=CC=C2)F 5-(6-((1S,6R,7R)-7-(aminomethyl)-7-(2-fluorophenyl)-3-azabicyclo[4.1.0]heptan-3-yl)-1H-pyrazolo[3,4-b]pyrazin-3-yl)-4-chloro-1,3-dihydro-2H-benzo[d]imidazol-2-one